CC1=C(C(=NN1)C)C(=O)NC1=C2[C@@H](CC(C2=CC=C1)(C)C)C dimethyl-N-[(3R)-1,1,3-trimethyl-2,3-dihydro-1H-inden-4-yl]-1H-pyrazole-4-carboxamide